C(C=C)(=O)ON1CN(CN(C1)OC(C=C)=O)OC(C=C)=O 1,3,5-triacryloyloxy-hexahydro-1,3,5-triazine